N-(4-cyanobenzyl)-6-((1-(N-(1,3-dihydroxy-2-methylpropan-2-yl)sulfamoyl)cyclopropyl)methyl)-1-methyl-7-oxo-4,5,6,7-tetrahydro-1H-pyrazolo[3,4-c]pyridine-3-carboxamide C(#N)C1=CC=C(CNC(=O)C2=NN(C=3C(N(CCC32)CC3(CC3)S(NC(CO)(CO)C)(=O)=O)=O)C)C=C1